FC(COC1=C(C=C(C(=N1)OC)NS(=O)(=O)C1=CN=C2N1CCC(C2)(C)C)F)F N-[6-(2,2-difluoroethoxy)-5-fluoro-2-methoxy-3-pyridyl]-7,7-dimethyl-6,8-dihydro-5H-imidazo[1,2-a]pyridine-3-sulfonamide